4-chloro-1-(2-hydroxy-5-methylphenyl)butan-1-one ClCCCC(=O)C1=C(C=CC(=C1)C)O